(S)-methyl 6-(3-(tert-butoxycarbonyl)-5-((3-chloro-2,4-difluorophenyl)(methyl)carbamoyl)-2-oxoimidazolidin-1-yl)-4-(trifluoromethyl)thieno[2,3-b]pyridine-2-carboxylate C(C)(C)(C)OC(=O)N1C(N([C@@H](C1)C(N(C)C1=C(C(=C(C=C1)F)Cl)F)=O)C1=CC(=C2C(=N1)SC(=C2)C(=O)OC)C(F)(F)F)=O